2-(1H-imidazol-2-yl)benzoic acid hydrochloride Cl.N1C(=NC=C1)C1=C(C(=O)O)C=CC=C1